FC(COC(C(F)(F)F)=O)(F)F trifluoroacetic acid 2,2,2-trifluoroethyl ester